C(C)(C)(C)OC(=O)N1CCC(CC1)OC1=C(C=C(C(=O)N2CCC(CC2)OC=2C=C(C=C(C2)F)N2CCN(CC2)C(=O)OC(C)(C)C)C=C1)C1CCCCC1 tert-butyl 4-(3-((1-(4-((1-(tert-butoxycarbonyl)piperidin-4-yl)oxy)-3-cyclohexylbenzoyl)piperidin-4-yl)oxy)-5-fluorophenyl)piperazine-1-carboxylate